tert-butyl (2S,6R)-4-[8-[[8-(cyclopropoxy)-2-methyl-imidazo[1,2-a]pyridin-6-yl]carbamoyl]pyrido[3,4-b]pyrazin-5-yl]-2,6-dimethyl-piperazine-1-carboxylate C1(CC1)OC=1C=2N(C=C(C1)NC(=O)C1=CN=C(C3=NC=CN=C31)N3C[C@@H](N([C@@H](C3)C)C(=O)OC(C)(C)C)C)C=C(N2)C